dibutoxydodecenylheptyloxymethyl ether C(CCC)OC(CCCCCCCCCC=CC(OCCCCCCC)OC(C=CCCCCCCCCCC(OCCCC)OCCCC)OCCCCCCC)OCCCC